Dimethylmethoxychromanylpalmitat CC(C(C(=O)[O-])(C1OC2=CC=CC=C2CC1)OC)(CCCCCCCCCCCCC)C